4-chloro-5-(chloromethyl)-1-ethyl-1H-imidazole ClC=1N=CN(C1CCl)CC